BrC(F)(F)P(OCC)(OCC)=O diethyl [bromo(difluoro)methyl]phosphonate